(P)-4-(2-chlorophenyl)-6,6-dimethyl-2-(2-(2-propenoyl)-2,6-diazaspiro[3.4]octan-6-yl)-6,7-dihydro-5H-cyclopenta[b]pyridine-3-carbonitrile ClC1=C(C=CC=C1)C1=C2C(=NC(=C1C#N)N1CC3(CN(C3)C(C=C)=O)CC1)CC(C2)(C)C